3-Bromo-N-methyl-aniline BrC=1C=C(NC)C=CC1